(S)-3-hydroxy-isobutyrate OC[C@@H](C(=O)[O-])C